(ethyl) (fluoromethyl) carbonate C(OCC)(OCF)=O